CN(CCN1N=C(C=C1)[C@@H]1NC[C@H](CC1)C)C |r| N,N-Dimethyl-2-[3-[rac-(2R,5S)-5-methyl-2-piperidyl]pyrazol-1-yl]ethanamine